C[C@@H]1CC[C@H]2[C@H]([C@H](O[C@H]3[C@@]24[C@H]1CC[C@](O3)(OO4)C)OCCN)C.C(=O)(C(=O)O)O The molecule is the maleate salt of beta-aminoarteether. Synthetic artemisinin derivative with potent immunosuppressive activity. It has a role as an allergen. It contains a beta-aminoarteether.